C1(CC1)C(=O)NC1=NC=C(C(=O)N)C(=C1)NC1=C(C(=CC=C1)C1=NC=C(N=C1)P(=O)(C)C)OC 6-(cyclopropanecarboxamido)-4-((3-(5-(dimethylphosphoryl)pyrazin-2-yl)-2-methoxyphenyl)amino)nicotinamide